(1S,2R)-2-((S)-5-Chloro-8-((1-methyl-1H-1,2,3-triazol-4-yl)methoxy)-1-((2-oxopyrrolidin-1-yl)methyl)-1,2,3,4-tetrahydroisochinolin-2-carbonyl)cyclohexan ClC1=C2CCN([C@@H](C2=C(C=C1)OCC=1N=NN(C1)C)CN1C(CCC1)=O)C(=O)C1CCCCC1